C[C@@H](C(C)O)O (S)-2,3-butanediol